(S)-Ethyl 2-(2-(3-(3-(((S)-1-ethoxy-3-methyl-1-oxobutan-2-yl) carbamoyl)-1H-pyrazol-5-yl) phenyl) oxazole-5-carboxamido)-3-methylbutyrate C(C)OC([C@H](C(C)C)NC(=O)C1=NNC(=C1)C=1C=C(C=CC1)C=1OC(=CN1)C(=O)N[C@H](C(=O)OCC)C(C)C)=O